C(CC(C)C)N1CCC2(CN(C(CO2)=O)CCC)CC1 9-Isopentyl-4-propyl-1-oxa-4,9-diazaspiro[5.5]undecan-3-on